2-(6-(((1R,4R,5S)-1,2-dimethyl-2-azabicyclo[2.2.1]heptan-5-yl)oxy)pyridazin-3-yl)-5-(1H-imidazol-1-yl)phenol C[C@]12N(C[C@H]([C@H](C1)OC1=CC=C(N=N1)C1=C(C=C(C=C1)N1C=NC=C1)O)C2)C